6-Fluoro-1-(3-(4-(cyclobutylcarbonyl)piperazine-1-carbonyl)benzyl)quinazoline-2,4(1H,3H)-dione FC=1C=C2C(NC(N(C2=CC1)CC1=CC(=CC=C1)C(=O)N1CCN(CC1)C(=O)C1CCC1)=O)=O